(S)-2-((tetrahydrofuran-3-yl)oxy)acethydrazide O1C[C@H](CC1)OCC(=O)NN